O=C1NC(CCC1NC1=CC(=C(C=C1)N1CCN(CC1)CC(=O)OC(C)(C)C)F)=O tert-butyl 2-[4-[4-[(2,6-dioxo-3-piperidyl)amino]-2-fluoro-phenyl]piperazin-1-yl]acetate